4-(3-chloro-5-((8-(((1,1,1,3,3,3-hexafluoropropan-2-yl)oxy)carbonyl)-1,8-diazaspiro[4.5]decan-1-yl)methyl)phenoxy)butanoic acid ClC=1C=C(OCCCC(=O)O)C=C(C1)CN1CCCC12CCN(CC2)C(=O)OC(C(F)(F)F)C(F)(F)F